(R,E)-N-((1-((1-fluorocyclopropyl)methyl)-1H-pyrazolo[3,4-c]pyridin-5-yl)methylene)-2-methylpropane-2-sulfinamide FC1(CC1)CN1N=CC=2C1=CN=C(C2)\C=N\[S@](=O)C(C)(C)C